((8-(bromomethyl)-2-fluoro-6-(methoxymethoxy)naphthalen-1-yl)ethynyl)triisopropylsilane BrCC=1C=C(C=C2C=CC(=C(C12)C#C[Si](C(C)C)(C(C)C)C(C)C)F)OCOC